BrC1=CC=C(C=C1)CCN(C)C 2-(4-bromophenyl)-N,N-dimethyl-ethanamine